9H-fluoren-9-ylmethyl {3-[{(1R)-1-[1-benzyl-4-(2,5-difluorophenyl)-1H-pyrrol-2-yl]-2,2-dimethylpropyl}(chloroacetyl)amino]propyl}carbamate C(C1=CC=CC=C1)N1C(=CC(=C1)C1=C(C=CC(=C1)F)F)[C@@H](C(C)(C)C)N(CCCNC(OCC1C2=CC=CC=C2C=2C=CC=CC12)=O)C(CCl)=O